CC1=C2C(=C3C=CC=CC3=C(C2=C(C=C1)C)C1=C(C(=O)[O-])C=CC(=C1)N)C1=C(C(=O)[O-])C=CC(=C1)N 5,8-dimethylanthracene-9,10-diyl-bis(4-aminobenzoate)